racemic-3-(3-methoxy-phenyl)-2-methyl-valeric acid COC=1C=C(C=CC1)C(C(C(=O)O)C)CC